5-(2-(4-(5-Chloro-2-(1H-tetrazol-1-yl)phenyl)-2,5-dioxapiperazin-1-yl)-3-phenylpropionamido)-N-methylpyridine ClC=1C=CC(=C(C1)N1CON(CO1)C(C(=O)NC=1C=CCN(C1)C)CC1=CC=CC=C1)N1N=NN=C1